F[P-](F)(F)(F)(F)F.CON1CN(C=C1)OC 1,3-dimethoxyimidazole hexafluorophosphate